glycolyl p-aminobenzoate NC1=CC=C(C(=O)OC(CO)=O)C=C1